FC1=CC=C(C=C1)NNC(=O)C=1C(=NN(C1)C=1SC=CN1)C(F)F N'-(4-fluorophenyl)-3-(difluoromethyl)-1-(thiazol-2-yl)-1H-pyrazole-4-carbohydrazide